methyl 1-(4-chloro-3-fluorobenzyl)-1H-indole-5-carboxylate ClC1=C(C=C(CN2C=CC3=CC(=CC=C23)C(=O)OC)C=C1)F